4-((R)-1-(3-amino-5-(trifluoromethyl)phenyl)ethyl)-7-methoxy-2-methyl-N6-((S)-tetrahydrofuran-3-yl)quinazoline-4,6-diamine NC=1C=C(C=C(C1)C(F)(F)F)[C@@H](C)C1(NC(=NC2=CC(=C(C=C12)N[C@@H]1COCC1)OC)C)N